C(#N)C=1C=C(OB2OB(OB(O2)OC2=CC(=C(C=C2)C#N)C#N)OC2=CC(=C(C=C2)C#N)C#N)C=CC1C#N tri(3,4-dicyanophenoxy)-cyclotriboroxane